Methyl 3-bromo-6-chloro-pyridine-2-carboxylate BrC=1C(=NC(=CC1)Cl)C(=O)OC